methyl 2-((1H-pyrrolo[2,3-b]pyridin-5-yl)oxy)-4-(piperazin-1-yl)benzoate N1C=CC=2C1=NC=C(C2)OC2=C(C(=O)OC)C=CC(=C2)N2CCNCC2